N-[5-[4-(4-methoxypyrrolidin-3-yl)oxy-2-methyl-pyrazol-3-yl]pyrazolo[1,5-a]pyridin-2-yl]cyclopropanecarboxamide COC1C(CNC1)OC1=C(N(N=C1)C)C1=CC=2N(C=C1)N=C(C2)NC(=O)C2CC2